isopropyl-succinic acid dipivalyl ester C(C(C)(C)C)(=O)OC(C(CC(=O)OC(C(C)(C)C)=O)C(C)C)=O